CC=1C=C(C=CC1C)N1N=C(C=2C=NC=3C=CC(=CC3C21)OC)C=2C=CC(=C(OCCN1CCOCC1)C2)OC 4-(2-{5-[1-(3,4-dimethylphenyl)-8-methoxy-1H-pyrazolo[4,3-c]quinolin-3-yl]-2-methoxyphenoxy}ethyl)morpholine